ClC=1C=C(C(=NC1C1(CC(C1)(F)F)C)C)C=1NC=2C=CN=C(C2C(C1)=O)C(=O)N 2-[5-chloro-6-(3,3-difluoro-1-methyl-cyclobutyl)-2-methyl-3-pyridyl]-4-oxo-1H-1,6-naphthyridine-5-carboxamide